BrC1=CC2=C(NC=N2)C=C1 5-bromo-1H-1,3-benzodiazole